6-((5-(3,4-difluorophenyl)pyridin-3-yl)oxy)-4-(piperidin-4-yloxy)picolinonitrile FC=1C=C(C=CC1F)C=1C=C(C=NC1)OC1=CC(=CC(=N1)C#N)OC1CCNCC1